N-hydroxyethyl-N-carboxyethylethylenediamine acetate C(C)(=O)O.OCCN(CCN)CCC(=O)O